C1=CC=CC=2OC3=CC=CC=C3NC12 10H-phenoxazine